6-methylamino-hexane-1-one CNCCCCCC=O